COC1=NC=C(C2=C1N=C(S2)NC(=O)C=2C=CC1=C(CCO1)C2)C2CCOCC2 2,3-Dihydro-benzofuran-5-carboxylic acid [4-methoxy-7-(tetrahydro-pyran-4-yl)-thiazolo[4,5-c]pyridin-2-yl]-amide